(1S,6R)-3-[2-(4-fluorophenyl)-3-(pyridin-4-yl)-3H-imidazo[4,5-b]pyridin-5-yl]-3,8-diazabicyclo[4.2.0]octane FC1=CC=C(C=C1)C1=NC=2C(=NC(=CC2)N2C[C@H]3NC[C@H]3CC2)N1C1=CC=NC=C1